C(C)(C)(C)C=1N=C(C2=C(N1)N(N=N2)CC2=C(C=CC=C2)Cl)Cl 5-tert-butyl-7-chloro-3-(2-chlorobenzyl)-3H-[1,2,3]Triazolo[4,5-d]Pyrimidine